4'-hexyl-biphenyl-4-carbonitrile C(CCCCC)C1=CC=C(C=C1)C1=CC=C(C=C1)C#N